BrC=1C(=C(CNC(OC(C)(C)C)=O)C=CC1)F tert-Butyl 3-bromo-2-fluorobenzylcarbamate